(phenyl)(Dibenzofuranyl)(diphenylfluorenyl)amine C1(=CC=CC=C1)N(C1=C(C(=CC=2C3=CC=CC=C3CC12)C1=CC=CC=C1)C1=CC=CC=C1)C1=CC=CC=2OC3=C(C21)C=CC=C3